zinc melamine phosphate salt P(=O)([O-])([O-])[O-].N1=C(N)N=C(N)N=C1N.[Zn+2].P(=O)([O-])([O-])[O-].[Zn+2].[Zn+2]